5-(p-tolylamino)-7H-pyrrolo[2,3-c][2,6]naphthyridine-8-carboxylic Acid C1(=CC=C(C=C1)NC1=NC2=C(C3=CN=CC=C13)C=C(N2)C(=O)O)C